N1(C=NC=C1)CC1=C(C(=C2C=CC=NC2=C1C#N)N1C(C2=CC=CC=C2CC1C=1C(=NN(C1)C)C(F)(F)F)=O)OC 7-((1H-Imidazol-1-yl)methyl)-5-(1-methyl-3-(trifluoromethyl)-1H-pyrazol-4-yl-1-oxo-3,4-dihydroisoquinolin-2(1H)-yl)-6-methoxyquinoline-8-carbonitrile